ClC=1C=CC(=C(C1)C=1C2=C(N(C(C1)=O)CC1=CC=C(C=C1)OC)C=CO2)N2N=NC(=C2)C(F)(F)F 7-(5-chloro-2-(4-(trifluoromethyl)-1H-1,2,3-triazol-1-yl)phenyl)-4-(4-methoxybenzyl)furo[3,2-b]pyridin-5(4H)-one